2-(3,4-dichlorophenyl)-1-ethyl-4-oxo-pyridine-3-carboxylate ClC=1C=C(C=CC1Cl)C=1N(C=CC(C1C(=O)[O-])=O)CC